8-((2-hydroxybenzoyl)amino)octanoic acid sodium salt [Na+].OC1=C(C(=O)NCCCCCCCC(=O)[O-])C=CC=C1